(R)-1-(2-fluoro-3-(trifluoromethyl)phenyl)ethane-1-amine hydrochloride Cl.FC1=C(C=CC=C1C(F)(F)F)[C@@H](C)N